C1CC2=CC=CC=C2C1N aminoindan